(S)-2-((benzo[d]thiazol-7-ylmethyl)amino)-1-(4-(5-fluoro-3-methylpyridin-2-yl)-2-methylpiperazin-1-yl)ethan-1-one S1C=NC2=C1C(=CC=C2)CNCC(=O)N2[C@H](CN(CC2)C2=NC=C(C=C2C)F)C